COCCOCCS(=O)(=O)CC 2-methoxyethoxyethyl(ethyl)sulfone